5-bromo-3-((2,3-dichlorophenylimino)-methyl)-2-(isobutyryl-oxy)phenyl 3-methyl-benzoate CC=1C=C(C(=O)OC2=C(C(=CC(=C2)Br)C=NC2=C(C(=CC=C2)Cl)Cl)OC(C(C)C)=O)C=CC1